4-(Benzo[d][1,3]dioxol-5-yl)-5-(6-(4-methylpiperazin-1-yl)pyridin-3-yl)-2,4-dihydro-3H-1,2,4-triazole-3-thione O1COC2=C1C=CC(=C2)N2C(NN=C2C=2C=NC(=CC2)N2CCN(CC2)C)=S